ClC1=CC=C(C=C1)C1=CC=C(C=C1)SC(C1=CC=CC=C1)(C1=CC=CC=C1)C1=CC=CC=C1 4-chloro-4'-[(trityl)thio]-1,1'-biphenyl